N(=[N+]=[N-])CC1(CCC(OC1)C(=O)O)O 5-(azidomethyl)-5-hydroxytetrahydro-2H-pyran-2-carboxylic acid